C([C@H](CO)C1=CC=CC=C1)(=O)O (S)-Tropic acid